methyl 3-chloro-5-fluoro-4-nitrobenzoate ClC=1C=C(C(=O)OC)C=C(C1[N+](=O)[O-])F